O1C(COCC1)CNC1=C(C=CC=C1[N+](=O)[O-])S(=O)(=O)N ((((1,4-dioxan-2-yl)methyl)amino))-3-nitrobenzenesulfonamide